N[C@@H](C1=CC2=C(C[C@H](NC([C@@H](N2C)C(C)C)=O)CO[Si](C2=CC=CC=C2)(C2=CC=CC=C2)C(C)(C)C)C=C1)C1=CC=CC=C1 (2S,5S)-9-[(R)-aminophenylmethyl]-5-{[tert-butylbis(phenyl)siloxy]methyl}-2-isopropyl-1-methyl-1,4,5,6-tetrahydro-1,4-benzodiazocin-3(2H)-one